N-(4-((2-(1,1-difluoroethyl)-6-methylpyrimidin-4-yl)amino)-5-(5-(methoxymethyl)pyrimidin-2-yl)pyridin-2-yl)acetamide FC(C)(F)C1=NC(=CC(=N1)NC1=CC(=NC=C1C1=NC=C(C=N1)COC)NC(C)=O)C